2-{4-[(1,4-oxaazepan-6-yl)amino]pyrido[3,4-d]pyridazin-1-yl}-5-(trifluoromethyl)phenol O1CCNCC(C1)NC=1N=NC(=C2C1C=NC=C2)C2=C(C=C(C=C2)C(F)(F)F)O